CC1=NN2C(CN(C3=C(C=CC=C23)NC2=C(N=NC=C2)C(=O)NC([2H])([2H])[2H])C)=C1 4-((2,5-dimethyl-4,5-dihydropyrazolo[1,5-a]quinoxalin-6-yl)amino)-N-(methyl-d3)pyridazine-3-carboxamide